O=C1C(C(C2=CC=CC=C12)=O)=C1NC2=CC=C(C=C2C=C1)C(=O)O 2-(1,3-dioxo-1,3-dihydro-2H-inden-2-ylidene)-1,2-dihydroquinoline-6-carboxylic acid